tert-Butyl N-[2-methoxy-4-(4-methylpiperazin-1-yl)-5-nitrophenyl]carbamate COC1=C(C=C(C(=C1)N1CCN(CC1)C)[N+](=O)[O-])NC(OC(C)(C)C)=O